tert-Butyl (1-(6-(3-(benzyloxy)-4-methoxyphenyl)-5-bromo-3-cyanopyridin-2-yl)piperidin-4-yl)carbamate C(C1=CC=CC=C1)OC=1C=C(C=CC1OC)C1=C(C=C(C(=N1)N1CCC(CC1)NC(OC(C)(C)C)=O)C#N)Br